((R)-6-(3-(trifluoromethyl)benzyl)-2-azaspiro[3.4]octan-2-yl)methanone FC(C=1C=C(C[C@@H]2CC3(CN(C3)C=O)CC2)C=CC1)(F)F